N-(4-(quinolin-3-yl)pyrimidin-2-yl)propane-1,3-diamine N1=CC(=CC2=CC=CC=C12)C1=NC(=NC=C1)NCCCN